5-(Phenylmethylthio)oxazole-2(3H)-thione C1(=CC=CC=C1)CSC1=CNC(O1)=S